COC([C@@H](CCC(F)(F)F)N(C)C(=O)OC(C)(C)C)=O.C(C)(C)(C)OC(=O)N([C@@H](C(=O)OC)CC(C)(F)F)C |&1:28| rac-methyl (R)-2-((tert-butoxycarbonyl)(methyl)amino)-4,4-difluoropentanoate methyl-(R)-2-((tert-butoxycarbonyl)(methyl)amino)-5,5,5-trifluoropentanoate